OC1=C(C=C(C=C1)C(C)O)I 1-(4-Hydroxy-3-iodophenyl)ethanol